N-(2-(1-((2-(2,4-dioxotetrahydropyrimidin-1(2H)-yl)-1-oxoisoindolin-5-yl)methyl)piperidin-4-yl)-6-methoxy-2H-indazol-7-yl)-3-(trifluoromethyl)benzamide O=C1N(CCC(N1)=O)N1C(C2=CC=C(C=C2C1)CN1CCC(CC1)N1N=C2C(=C(C=CC2=C1)OC)NC(C1=CC(=CC=C1)C(F)(F)F)=O)=O